Cl(=O)(=O)(=O)[O-].C[N+]1=C2C=CC=CC2=CC2=CC=CC=C12 10-methylacridinium perchlorate